5-(4-((1-(4-(4-chloro-1,2-bis(4-hydroxyphenyl)but-1-en-1-yl)phenyl)piperidin-4-yl)methyl)-3,5-dimethylpiperazin-1-yl)-2-(2,6-dioxopiperidin-3-yl)isoindoline-1,3-dione ClCCC(=C(C1=CC=C(C=C1)O)C1=CC=C(C=C1)N1CCC(CC1)CN1C(CN(CC1C)C=1C=C2C(N(C(C2=CC1)=O)C1C(NC(CC1)=O)=O)=O)C)C1=CC=C(C=C1)O